C(CCC)C1N(S(C2=C(N(C1)CC=1OC=CN1)C=C(C(=C2)O\C=C(\C(=O)O)/F)SC)(=O)=O)C (Z)-3-((3-butyl-2-methyl-7-(methylthio)-5-(oxazol-2-ylmethyl)-1,1-dioxido-2,3,4,5-tetrahydrobenzo[f][1,2,5]thiadiazepin-8-yl)oxy)-2-fluoroacrylic acid